C(C)(=O)C=1C=C(C=CC1)C1=CC(=C(N1CC1=CC(=C(C=C1)S(=O)(=O)/N=C/N(C)C)F)CC1CC1)C=1SC(=C(N1)C(=O)OCC)C ethyl 2-[5-(3-acetylphenyl)-2-(cyclopropylmethyl)-1-[[4-[(E)-dimethylaminomethylene amino] sulfonyl-3-fluoro-phenyl] methyl] pyrrol-3-yl]-5-methyl-thiazole-4-carboxylate